OCCOCCOC1=C2C=CC=C(C2=CC=C1)C1(C2=CC=CC=C2C=2C=CC=CC12)C1=CC=CC2=C(C=CC=C12)OCCOCCO 9,9-bis(5-(2-(2-hydroxyethoxy)ethoxy)-1-naphthyl)fluorene